BrC1=C2C=CC=NC2=C(C(=C1)CNCC1=C(C=CC=C1)OC)O 5-Bromo-7-(((2-methoxybenzyl)amino)methyl)chinolin-8-ol